ClC1=CC=C2C=3C(CN4C(C13)=NC1=C4C=CC=C1)=CC=C2 Chloro-7H-benzimidazo[2,1-a]benz[de]isoquinolin